N-methyl-propionic acid amide CNC(CC)=O